ClC1=NC=2N(C=C1)N=CC2C(=O)NC2=CC(=CC(=C2)OC)C2CC2 5-chloro-N-(3-cyclopropyl-5-methoxyphenyl)pyrazolo[1,5-a]pyrimidine-3-carboxamide